BrC1=CC=C(C=C1)C(COC(C)=O)=O.N1C(=NC=C1)C1=CC=NC=C1C(=O)O imidazoleNicotinic acid [2-(4-bromophenyl)-2-oxo-ethyl]acetate